(3bR,4aR)-ethyl 1-(2-oxo-2-(4-(o-tolyloxy)piperidin-1-yl)ethyl)-3b,4,4a,5-tetrahydro-1H-cyclopropa[3,4]cyclopenta[1,2-c]pyrazole-3-carboxylate O=C(CN1N=C(C2=C1C[C@@H]1[C@H]2C1)C(=O)OCC)N1CCC(CC1)OC1=C(C=CC=C1)C